OC(CCCSSCCCC(O)O)O dihydroxybutyl disulfide